ClC1=C(C=C(C=O)C=C1)C(F)(F)F 4-chloro-3-(trifluoromethyl)benzaldehyde